2-fluoro-[1,1'-biphenyl]-4-carboxylic acid methyl ester COC(=O)C1=CC(=C(C=C1)C1=CC=CC=C1)F